2-(2,6-Dimethyl-4-((4-((5-(trifluoromethyl)pyridin-2-yl)methyl)piperazin-1-yl)methyl)phenoxy)-2-methylpropanoic acid CC1=C(OC(C(=O)O)(C)C)C(=CC(=C1)CN1CCN(CC1)CC1=NC=C(C=C1)C(F)(F)F)C